3-(T-butyl)quinazoline-2,4(1H,3H)-dione C(C)(C)(C)N1C(NC2=CC=CC=C2C1=O)=O